OC1=C(C=O)C(=CC(=C1)C)O 2,6-dihydroxy-4-methylbenzaldehyde